2-methoxy-4H-pyrrolo[2,3-d]Thiazole-5-carboxamide COC=1SC2=C(N1)NC(=C2)C(=O)N